O1CC(C1)OC1=NC(=NC=C1C(F)(F)F)N[C@H]1C[C@H](CCC1)C1=NN=C2N1CC(CC2)C(=O)OCC Ethyl 3-[(1S,3R)-3-[[4-(oxetan-3-yloxy)-5-(trifluoromethyl) pyrimidin-2-yl] amino] cyclohexyl]-5,6,7,8-tetrahydro-[1,2,4]triazolo[4,3-a]pyridine-6-carboxylate